rac-6-bromo-2-((3R,5R)-5-methylpiperidin-3-yl)-2H-indazole BrC=1C=CC2=CN(N=C2C1)[C@H]1CNC[C@@H](C1)C |r|